ClC=1C=C(C=2N(N1)C=CN2)[C@@H]2[C@H](C2)C2=CC=C1C=CC(=NC1=C2)OCC(F)(F)F 7-((1S,2S)-2-(6-chloroimidazo[1,2-b]pyridazin-8-yl)cyclopropyl)-2-(2,2,2-trifluoroethoxy)quinoline